(2S)-2-[(3R)-1-tert-Butoxycarbonylpyrrolidin-3-yl]-3-[3-(1-methylindazol-3-yl)phenyl]propanoic acid C(C)(C)(C)OC(=O)N1C[C@H](CC1)[C@@H](C(=O)O)CC1=CC(=CC=C1)C1=NN(C2=CC=CC=C12)C